CN1CCC(CC1)NC1=C2C=C(N(C2=CC=C1)CC(F)(F)F)C1=NC(=NO1)CNC(=O)C1CC1 N-[(5-{4-[(1-methylpiperidin-4-yl)amino]-1-(2,2,2-trifluoroethyl)-1H-indol-2-yl}-1,2,4-oxadiazol-3-yl)methyl]cyclopropanecarboxamide